BrC=1C=C(C(=O)C2=C(C=CC=C2)C)C=CC1 3-bromo-2'-methylbenzophenone